tert-butyl 2-(4-((4-(3-amino-6-chloropyridazin-4-yl)phenyl)amino)piperidin-1-yl)acetate NC=1N=NC(=CC1C1=CC=C(C=C1)NC1CCN(CC1)CC(=O)OC(C)(C)C)Cl